tris(5,5-dimethyl-1,3-dioxo-2-phosphacyclohexane-2-oxymethyl)amine CC1(CC(P(C(C1)=O)OCN(COP1C(CC(CC1=O)(C)C)=O)COP1C(CC(CC1=O)(C)C)=O)=O)C